BrCCCCCN1N=C(C=C1)S(=O)(=O)N(CC1=CC=C(C=C1)OC)CC1=CC=C(C=C1)OC 1-(5-bromopentyl)-N,N-bis(4-methoxybenzyl)-1H-pyrazole-3-sulfonamide